COCCCC methyl-1-butyl ether